(4-bromo-1-toluenesulfonyl-1H-indazol-6-yl)methyl-4-methylbenzenesulfonate BrC1=C2C=NN(C2=CC(=C1)COS(=O)(=O)C1=CC=C(C=C1)C)S(=O)(=O)CC1=CC=CC=C1